methoxy-N-ethyl-N-allyltryptamine COC(N(CC=C)CC)CC1=CNC2=CC=CC=C12